N1=CN=C2N=CNC2=C1N[C@@H]1[C@H]([C@@H]([C@H]([C@@H](O1)CO)NC([C@H](CC1=CC=CC=C1)N)=O)O)O (S)-N-((2R,3R,4R,5S,6S)-6-((7H-purin-6-yl)amino)-4,5-dihydroxy-2-(hydroxymethyl)tetrahydro-2H-pyran-3-yl)-2-amino-3-phenylpropanamide